1-[2-(1-methylpiperidin-4-yl)ethyl]Piperazine-2-carboxylic acid lithium salt [Li+].CN1CCC(CC1)CCN1C(CNCC1)C(=O)[O-]